(4-methoxyphenyl)-(phenyl)methanone (3S,5S)-3,5-dimethylpiperazine-1-carboxylate C[C@H]1CN(C[C@@H](N1)C)C(=O)O.COC1=CC=C(C=C1)C(=O)C1=CC=CC=C1